(S)-N-(3-chloro-4-fluorophenyl)-1-((cyclopropylmethyl)sulfonamido)-7-fluoro-2,3-dihydro-1H-indene-4-carboxamide ClC=1C=C(C=CC1F)NC(=O)C=1C=2CC[C@@H](C2C(=CC1)F)NS(=O)(=O)CC1CC1